4-(7-butyl-1,3,6,8-tetraoxo-3,6,7,8-tetrahydrobenzo[lmn][3,8]phenanthroline-2(1H)-yl)butanoic acid C(CCC)N1C(C=2C=3C=4C(C(N(C(C4C=CC3C1=O)=O)CCCC(=O)O)=O)=CC2)=O